C(C)NC1=C2C(=NC(=C1)NC1=C(C=C(C=C1)C(=O)N1CCC(CC1)N1CCOCC1)OC)NC=C2C(F)(F)F (4-((4-(ethylamino)-3-(trifluoromethyl)-1H-pyrrolo[2,3-b]pyridine-6-yl)amino)-3-methoxyphenyl)(4-morpholinopiperidine-1-yl)methanone